6-methoxy-2-methyl-7-(1-methyl-1H-pyrazol-4-yl)-10-(pyridin-2-yl)-9,10-dihydro-8-oxa-2,4,10a-triazanaphtho[2,1,8-cde]azulen-1(2H)-one COC=1C=C2N=CC=3N(C(N4C(COC(=C2C34)C1C=1C=NN(C1)C)C1=NC=CC=C1)=O)C